COC1=CC=C(C=C1)COC=1C=C2CCC(N(C2=CC1)CC1=CC=C(C=C1)OC)=O 6-[(4-methoxyphenyl)methoxy]-1-[(4-methoxyphenyl)methyl]-3,4-dihydroquinolin-2-one